lithium bis(trifluoroborate) F[BH-](F)F.F[BH-](F)F.[Li+].[Li+]